C(CCC)OC(C(C)=O)C(C)=O n-butoxy(acetylacetone)